C(C1=CC=CC=C1)OC=1C=C(C=CC1OCC1=CC=CC=C1)C=C(C)[N+](=O)[O-] 1-(3,4-dibenzyloxyphenyl)-2-nitropropene